C(#N)C1=CC=C(C=C1)C1=CC=C(C=C1)OC[C@@]1(CN(CC1)C(C1=CC=C(C=C1)OC)=O)C(=O)N=[N+]=[N-] |r| (±)-3-(((4'-cyano-[1,1'-biphenyl]-4-yl)oxy)methyl)-1-(4-methoxybenzoyl)pyrrolidine-3-carbonyl azide